ClC1=C(C=C2C=C(N=CC2=C1)NC(=O)C1CC12CC2)C2CCN(CC2)C2(COCC2F)C N-(7-chloro-6-(1-(4-fluoro-3-methyltetrahydrofuran-3-yl)piperidin-4-yl)isoquinolin-3-yl)spiro[2.2]pentane-1-carboxamide